(S)-6-(4-Ethyl-3-(hydroxymethyl)-5-oxo-4,5-dihydro-1H-1,2,4-triazol-1-yl)-5-fluoro-N-(2-fluoro-5-methoxyphenyl)-2-((1,1,1-trifluoropropan-2-yl)oxy)nicotinamide C(C)N1C(=NN(C1=O)C1=NC(=C(C(=O)NC2=C(C=CC(=C2)OC)F)C=C1F)O[C@H](C(F)(F)F)C)CO